chloro-silane Cl[SiH3]